BrC(C(=O)NCCCCCC(=O)O)(C)C 6-(2-bromo-2-methylpropanamido)hexanoic acid